O=C1NC(CCC1N1C(C2=CC=C(C=C2C1)C1C(CN(CC1)CC1CCN(CC1)C(=O)OC(C)(C)C)(F)F)=O)=O tert-butyl 4-((4-(2-(2,6-dioxopiperidin-3-yl)-1-oxoisoindolin-5-yl)-3,3-difluoropiperidin-1-yl)methyl)piperidine-1-carboxylate